OC1(CCC(CC1)NS(=O)(=O)C1=CC=C(C=C1)C1=NC=CC=C1)C N-(4-hydroxy-4-methyl-cyclohexyl)-4-(2-pyridinyl)benzenesulfonamide